The molecule is a straight-chain saturated fatty acid containing fifteen-carbon atoms. It has a role as a plant metabolite, a food component, a Daphnia magna metabolite, a human blood serum metabolite and an algal metabolite. It is a long-chain fatty acid and a straight-chain saturated fatty acid. It is a conjugate acid of a pentadecanoate. CCCCCCCCCCCCCCC(=O)O